2-[4-[2-(dimethylamino)-4-pyridyl]-3,5-dimethyl-pyrazol-1-yl]-N-(5-pyrazin-2-yl-2-pyridyl)acetamide CN(C1=NC=CC(=C1)C=1C(=NN(C1C)CC(=O)NC1=NC=C(C=C1)C1=NC=CN=C1)C)C